(R)-2-(2-chlorophenyl)-2-(methylamino)cyclohexan-1-one ClC1=C(C=CC=C1)[C@]1(C(CCCC1)=O)NC